COC1=CC=C(C=C1)S(=O)(=O)N1C=C(C=2C1=NC=CC2)B2OC(C(O2)(C)C)(C)C 1-((4-methoxyphenyl)sulfonyl)-3-(4,4,5,5-Tetramethyl-1,3,2-dioxaborolan-2-yl)-1H-pyrrolo[2,3-b]pyridine